N-(3-(4'-((3,3-difluorocyclobutyl)methoxy)-4,5,5',6'-tetrahydro-2H-spiro[furan-3,8'-pyrano[3,4-b]pyridin]-2'-yl)-1-methyl-1H-pyrrolo[2,3-c]pyridin-5-yl)acetamide FC1(CC(C1)COC1=C2C(=NC(=C1)C1=CN(C3=CN=C(C=C31)NC(C)=O)C)C3(OCC2)COCC3)F